C(C)OC([C@@H](NC(C1=CC=C(C=C1)COC1=C(C=C(C=C1Cl)Cl)N)=O)C)=O (4-((2-Amino-4,6-dichlorophenoxy)methyl)benzoyl)alanine ethyl ester